1-Heptyl-4-Methylpyridinium cyanid [C-]#N.C(CCCCCC)[N+]1=CC=C(C=C1)C